FC(CC1=CC(=NC=C1)N)(F)F 4-(2,2,2-trifluoroethyl)pyridin-2-amine